FC1=C(CNC2=NS(C3=C(N2)C(=CC=C3)C3=CC(=CC(=C3)F)F)(=O)=O)C(=CC=C1)F 3-((2,6-difluorobenzyl)amino)-5-(3,5-difluorophenyl)-4H-benzo[e][1,2,4]thiadiazine 1,1-dioxide